tert-butyl 3-[(5-methyl-6-{2-[5-(piperidine-1-sulfonyl)-1H-indol-1-yl]propanamido}-2H-indazol-2-yl)methyl]azetidine-1-carboxylate CC1=CC2=CN(N=C2C=C1NC(C(C)N1C=CC2=CC(=CC=C12)S(=O)(=O)N1CCCCC1)=O)CC1CN(C1)C(=O)OC(C)(C)C